CN(C1CC(C1)N1N=CC(=C1)C1=CNC2=NC=C(N=C21)C=2C=C(C=C(C2)N2[C@@H](CCC2)C)S(=O)(=O)NC)C 3-(7-(1-((1R,3R)-3-(dimethylamino)cyclobutyl)-1H-pyrazol-4-yl)-5H-pyrrolo[2,3-b]pyrazin-2-yl)-N-methyl-5-((R)-2-methylpyrrolidin-1-yl)benzenesulfonamide